dipalmitoylethylhydroxyethylmethylammonium C(CCCCCCCCCCCCCCC)(=O)C([NH+](CCO)CC)C(CCCCCCCCCCCCCCC)=O